FC=1C=CC(=NC1)C1=NN(C=C1C1=C2C(=NC=C1)NC=C2C[C@H]2COCC2)C |r| (R/S)-4-[3-(5-Fluoro-2-pyridyl)-1-methyl-pyrazol-4-yl]-3-(tetrahydrofuran-3-ylmethyl)-1H-pyrrolo[2,3-b]pyridine